(5-phenylpyrimidin-4-ylamino)butanoic acid C1(=CC=CC=C1)C=1C(=NC=NC1)NC(C(=O)O)CC